3-(5-chloro-2-methoxy-phenyl)-3-methyl-6-(trifluoromethyl)-1H-pyrrolo[3,2-b]pyridin-2-one ClC=1C=CC(=C(C1)C1(C(NC=2C1=NC=C(C2)C(F)(F)F)=O)C)OC